C(#N)C1=C(SC(=C1C)C1=CC=CC=C1)NC(CSC(C(=O)O)(C)C)=O 2-((2-((3-cyano-4-methyl-5-phenylthiophen-2-yl)amino)-2-oxoethyl)thio)-2-methylpropanoic acid